FC.FC.[Li] Lithium bis(fluoromethane)